2,6,10-trimethyl-5,9-undecadiene-1-al CC(C=O)CCC=C(CCC=C(C)C)C